O1CC(CC12CCNCC2)N 1-oxa-8-azaspiro[4.5]decan-3-amine